7-Methyl-3-[(1r,4r)-4-(2-fluoro-4-methyl-3-pyridyl)cyclohexyl]-1-{[3-(trifluoromethyl)-2-pyridyl]methyl}-1,8-diaza-2(1H)-naphthalenone CC1=CC=C2C=C(C(N(C2=N1)CC1=NC=CC=C1C(F)(F)F)=O)C1CCC(CC1)C=1C(=NC=CC1C)F